OC(CO)C1=NC=C(C=N1)NC(=O)[C@@H]1O[C@]([C@H]([C@H]1C1=C(C(=C(C=C1)F)C)OCCOC)C)(C(F)(F)F)C |o1:13,15,16,17| rel-(2R,3S,4S,5R)-N-(2-(1,2-dihydroxyethyl)pyrimidin-5-yl)-3-(4-fluoro-2-(2-methoxyethoxy)-3-methylphenyl)-4,5-dimethyl-5-(trifluoromethyl)tetrahydrofuran-2-carboxamide